[Cl-].CO[Si](CCC[N+](C)(C)CCCCCCCCCCCCCCCCCC)(OC)OC 3-trimethoxysilylpropyloctadecyldimethyl-ammonium chloride